2,2,4,4-tetramethylcyclobutanone CC1(C(C(C1)(C)C)=O)C